6-chloro-3-((1-(2-cyano-3-(1,1-difluoro-5-azaspiro[2.3]hexan-5-yl)-7-methylquinoxalin-5-yl)ethyl)amino)picolinic acid ClC1=CC=C(C(=N1)C(=O)O)NC(C)C1=C2N=C(C(=NC2=CC(=C1)C)C#N)N1CC2(CC2(F)F)C1